C1(=CC=CC=C1)C1=NC=NC=N1 6-phenyl-s-triazine